C(CCC)C(C)OCCO ethylene glycol butylethyl ether